2-((4-((R)-2-(4-chloro-2-fluorophenyl)-4-fluoro-2H-chromen-8-yl-2-d) piperidin-1-yl) methyl)-3-(((S)-oxetan-2-yl) methyl)-3H-imidazo[4,5-b]pyridine-5-carboxylate ClC1=CC(=C(C=C1)[C@@]1(OC2=C(C=CC=C2C(=C1)F)C1CCN(CC1)CC1=NC=2C(=NC(=CC2)C(=O)[O-])N1C[C@H]1OCC1)[2H])F